CN1N=C(C=C1)C=1C2=C(N=C(N1)C1=CC=C(C=C1)C(F)(F)F)CN(CC2)S(=O)(=O)C=C 4-(1-methyl-1H-pyrazol-3-yl)-2-(4-(trifluoromethyl)phenyl)-7-(vinylsulfonyl)-5,6,7,8-tetrahydropyrido[3,4-d]pyrimidine